FC(=CCC/C(=C/CC/C(=C/CC1=C(C(=C(C(=C1C)OCOC)C)C)OCOC)/C)/C)F 1-((2E,6E)-11,11-difluoro-3,7-dimethylundeca-2,6,10-trien-1-yl)-2,5-bis(methoxymethoxy)-3,4,6-trimethylbenzene